C1(CC1)C(=O)N[C@@H](C1=C(C=CC=C1)NC(=O)C1CN(C1)C)C1=CC=C(C=C1)C(C)C (R)-N-(2-(cyclopropanecarboxamido(4-isopropylphenyl)methyl)phenyl)-1-methylazetidine-3-carboxamide